4-chloro-6-{3-[5-(4-methyl-4H-1,2,4-triazol-3-yl)spiro[2.3]hexan-5-yl]phenyl}-2-[(pyrrolidin-1-yl)methyl]-1,6-dihydro-7H-pyrrolo[2,3-c]pyridin-7-one ClC=1C2=C(C(N(C1)C1=CC(=CC=C1)C1(CC3(CC3)C1)C1=NN=CN1C)=O)NC(=C2)CN2CCCC2